N-(4-(4-amino-1-(azetidin-3-yl)-1H-pyrazolo[3,4-d]pyrimidin-3-yl)phenyl)-5-(4-fluorophenyl)-4-oxo-1-((tetrahydro-2H-pyran-4-yl)methyl)-1,4-dihydropyridazine-3-carboxamide NC1=C2C(=NC=N1)N(N=C2C2=CC=C(C=C2)NC(=O)C2=NN(C=C(C2=O)C2=CC=C(C=C2)F)CC2CCOCC2)C2CNC2